C1=CC=CC=2C3=CC=CC=C3N(C12)C1=CC=C(C=C1)C1=C(C=C(C(=C1C1=NC(=NC(=C1)C1=CC=CC=C1)C1=CC=CC=C1)C1=CC=C(C=C1)N1C2=CC=CC=C2C=2C=CC=CC12)C1=CC=C(C=C1)N1C2=CC=CC=C2C=2C=CC=CC12)C#N 5'-(4-(9H-carbazol-9-yl)phenyl)-4,4''-di(9H-carbazol-9-yl)-6'-(2,6-diphenylpyrimidin-4-yl)-[1,1':2',1''-terphenyl]-4'-carbonitrile